IC1=C(C)C(=C(C=C1C1=C(C=C(C=C1C(C)C)C(C)C)C(C)C)C1=C(C=C(C=C1C(C)C)C(C)C)C(C)C)I 2,6-diiodo-3,5-bis(2,4,6-triisopropylphenyl)toluene